N-hydroxy-m-chlorobenzimidoyl chloride ON=C(C1=CC(=CC=C1)Cl)Cl